6-(1-acryloylazetidin-3-yl)-2-(5-methyl-1H-indazol-4-yl)isoindolin-1-one C(C=C)(=O)N1CC(C1)C1=CC=C2CN(C(C2=C1)=O)C1=C2C=NNC2=CC=C1C